2-oxoethyl-(S)-2-(hydroxymethyl)tetrahydropyrrole O=CCN1[C@@H](CCC1)CO